(8aS)-7-(3-([1,2,4]triazolo[1,5-a]pyridin-5-yl)propyl)-2-(5-(difluoromethyl)pyridin-2-yl)hexahydropyrrolo[1,2-a]pyrazin-6(2H)-one N=1C=NN2C1C=CC=C2CCCC2C[C@@H]1N(CCN(C1)C1=NC=C(C=C1)C(F)F)C2=O